NC=1C=CC=C(C1)C=1C(=C2NC1C=C1C=CC(=N1)C(=C1C=CC(N1)=C(C=1C=CC(N1)=C2S(=O)(=O)[O-])S(=O)(=O)[O-])S(=O)(=O)[O-])C2=CC=CC=C2 5-aminophenyl-10,15,20-trisulfonatophenylporphyrin